(2R,4S)-N-((S)-1-(((6-amino-2-methylpyridin-3-yl)methyl)amino)-1-oxopropan-2-yl)-4-((4-methylnaphthalen-1-yl)methyl)pyrrolidine-2-carboxamide dihydrochloride Cl.Cl.NC1=CC=C(C(=N1)C)CNC([C@H](C)NC(=O)[C@@H]1NC[C@H](C1)CC1=CC=C(C2=CC=CC=C12)C)=O